(2s,4s)-4-isopropyl-pyrrolidine-1,2-dicarboxylic acid 1-tert-butyl 2-methyl ester COC(=O)[C@H]1N(C[C@@H](C1)C(C)C)C(=O)OC(C)(C)C